3-(methylsulfanyl)propanal CSCCC=O